1-methyl-3-hexylimidazolebissalicylic acid boron [B].CN1C(N(C(=C1)C=1C=CC=C(C1C(=O)O)O)CCCCCC)C=1C=CC=C(C1C(=O)O)O